4-((((2S,4R)-2-methyl-1-propionyl-1,2,3,4-tetrahydroquinolin-4-yl)amino)methyl)bicyclo[2.2.2]Octane C[C@@H]1N(C2=CC=CC=C2[C@@H](C1)NCC12CCC(CC1)CC2)C(CC)=O